CC1=C(OC2=C(C=C(C=C2C1=O)C)[C@@H](C)NC1=C(C=CC=C1)C=1N=NNN1)C1=CC=CC=C1 3,6-dimethyl-2-phenyl-8-[(1R)-1-[2-(2H-tetrazol-5-yl)anilino]ethyl]chromen-4-one